2-(((2R,3S,4R,5R)-5-(2-chloro-6-(methylamino)-9H-purin-9-yl)-3-ethynyl-3,4-dihydroxytetrahydrofuran-2-yl)methoxy)-2-(4-(2-oxo-1-propyl-1,2-dihydropyridin-3-yl)benzyl)malonic acid ClC1=NC(=C2N=CN(C2=N1)[C@H]1[C@@H]([C@@]([C@H](O1)COC(C(=O)O)(C(=O)O)CC1=CC=C(C=C1)C=1C(N(C=CC1)CCC)=O)(O)C#C)O)NC